FC(C(=C)O)(F)F 3,3,3-trifluoroprop-1-en-2-ol